(S)-3-(4-chlorophenyl)-4-((5-chloropyridin-2-yl)methyl)-1-isopropylpiperazine-2,5-dione ClC1=CC=C(C=C1)[C@H]1C(N(CC(N1CC1=NC=C(C=C1)Cl)=O)C(C)C)=O